ClC=1C=C(C=CC1F)\N=C(/N)\SCC=1C(=NC=CC1)C(NCC1=CC=C(C=C1)C#N)=O (2-((4-cyanobenzyl)carbamoyl)pyridin-3-yl)methyl (E)-N'-(3-chloro-4-fluorophenyl)carbamimidothioate